N1=C(C=CC=C1)N1N=C2CCC(CC2=C1O)NC=1C=NC2=CC=CC=C2C1 2-(pyridin-2-yl)-5-(quinolin-3-ylamino)-4,5,6,7-tetrahydro-2H-indazol-3-ol